C(C)(=O)O[C@@H]1[C@H](OC(C)=O)[C@@H](OC(C)=O)[C@H](OC(C)=O)[C@H](O1)COC(C)=O penta-O-acetyl-α-D-glucopyranose